(E)-N-methoxy-1-(2,4,6-trichlorophenyl)propan-2-imine CO/N=C(/CC1=C(C=C(C=C1Cl)Cl)Cl)\C